BrC1=C(C=C(C=C1)[N+](=O)[O-])C bromo-2-methyl-4-nitrobenzene